FC(C(=O)O)(F)F.FC1(CNCC1)F 3,3-difluoro-pyrrolidine trifluoroacetate